N1C(=CC=C1)C(=O)[O-] Z-pyrrol-2-carboxylate